4-(4-chlorophenyl)-1-methyl-1H-pyrazole-3-carboxylic acid ClC1=CC=C(C=C1)C=1C(=NN(C1)C)C(=O)O